CC=1C=C(C=C(C1)C)C=1C=C2C(=NC1)NC(N2CC2=C(C#N)C=CC=C2)=O 2-[[6-(3,5-dimethylphenyl)-2-oxo-3H-imidazo[4,5-b]pyridin-1-yl]methyl]benzonitrile